O[C@H]1[C@@H](O[C@@H]([C@H]1O)CO)[N+]1=CC=CC=C1 ((2R,3R,4S,5R)-3,4-dihydroxy-5-(hydroxymethyl)tetrahydrofuran-2-yl)pyridin-1-ium